2-(4-chloro-1-(oxetan-3-yl)-1H-pyrazol-5-yl)-4-(4-(1-ethyl-4-(trifluoromethyl)-1H-imidazol-2-yl)benzyl)-6,7-dihydropyrazolo[1,5-a]pyrimidin-5(4H)-one ClC=1C=NN(C1C1=NN2C(N(C(CC2)=O)CC2=CC=C(C=C2)C=2N(C=C(N2)C(F)(F)F)CC)=C1)C1COC1